C(#N)C=1C(=NC(=CC1C(F)(F)F)C)N1C(C2CCC2C1)C(=O)N(C=1C=C(C=CC1)C)C (Rac)-3-(3-cyano-6-methyl-4-(trifluoromethyl)pyridin-2-yl)-N-methyl-N-(m-tolyl)-3-azabicyclo[3.2.0]heptane-2-carboxamide